C=1N(C=CC2=NN3C(=CC=CC=C3)C21)C(=O)N pyrido[4',3':3,4]pyrazolo[1,5-a]azepine-2-carboxamide